isocyanato-methylcyclohexan N(=C=O)C1(CCCCC1)C